N1(CCOCC1)S(=O)(=O)C=1C=C(C=CC1)NC(CN1CCN(CC1)C1=C2C(NC=N1)=NC=C2)=O N-[3-(morpholine-4-sulfonyl)phenyl]-2-(4-{1H-pyrrolo[2,3-d]pyrimidin-4-yl}piperazin-1-yl)acetamide